2,1,1,2,3,3-hexafluoropropyl methyl ether COC(C(C(F)F)(F)F)(F)F